CC=1C(=NOC1)C(CNC(OC(C)(C)C)=O)=O tert-butyl [2-(4-methyl-1,2-oxazol-3-yl)-2-oxoethyl]carbamate